hexyl-tributylphosphine 3-sulfopropyl-acrylate salt S(=O)(=O)(O)CCCOC(C=C)=O.C(CCCCC)C(CCC)P(CCCC)CCCC